C(#C)C1=CC=C(C=C1)N1C=2N(CC(C1)CNC(C=C)=O)N=CC2 N-((4-(4-ethynylphenyl)-4,5,6,7-tetrahydropyrazolo[1,5-a]pyrimidin-6-yl)methyl)acrylamide